NC=1N=CC(C(C1)NCCCC)=O 2-amino-4-(butylamino)-5-oxopyridin